4-bromo-5-formyl-1H-pyrrole-2-carboxylic acid ethyl ester C(C)OC(=O)C=1NC(=C(C1)Br)C=O